C1OCC12CCN(C2)C(=O)N 2-oxa-7-azaspiro[3.4]octane-7-carboxamide